4-(8-(3-acrylamidophenyl)quinazolin-6-yl)-N-(4-cyanopyridin-2-yl)-2-methoxybenzamide C(C=C)(=O)NC=1C=C(C=CC1)C=1C=C(C=C2C=NC=NC12)C1=CC(=C(C(=O)NC2=NC=CC(=C2)C#N)C=C1)OC